[C@H]12N(C[C@H](NC1)CC2)C(CNC([C@H](CC2=CC=CC=C2)NC(CNC(CNC(CCN2C(C=CC2=O)=O)=O)=O)=O)=O)=O (S)-N-(2-((1R,4R)-2,5-diazabicyclo[2.2.2]octan-2-yl)-2-oxoethyl)-2-(2-(2-(3-(2,5-dioxo-2,5-dihydro-1H-pyrrol-1-yl)propanamido)acetamido)acetamido)-3-phenylpropanamide